ethyl (S)-2-hydroxybutanoate O[C@H](C(=O)OCC)CC